C(CCCC)CC(=O)O.C(C)(=O)OCCCCC amyl acetate (n-pentanyl acetate)